7-nitro-3,4-dihydroisoquinoline [N+](=O)([O-])C1=CC=C2CCN=CC2=C1